6-methoxy-3,4-dihydro-2H-benzo[b][1,4]thiazine 1,1-dioxide COC1=CC2=C(S(CCN2)(=O)=O)C=C1